Cl.[Au].C#C acetylene gold hydrochloride